N1C(CC1)C1(CN(CC1)C(=O)OCC1=CC=CC=C1)OC benzyl 3-(azetidin-2-yl)-3-methoxy-pyrrolidine-1-carboxylate